NC1=NC2=NC=C(N=C2C(N1)=O)CNC1=CC=C(C(=O)N[C@H](C(=O)O)CCC(=O)N2CC(N(CC2)C2=CC(=CC=C2)C=2C(=C3C(=NC2)NC=C3CC)Cl)=O)C=C1 (S)-2-(4-(((2-amino-4-oxo-3,4-dihydropteridin-6-yl)methyl)amino)benzamido)-5-(4-(3-(4-chloro-3-ethyl-1H-pyrrolo[2,3-b]pyridin-5-yl)phenyl)-3-oxopiperazin-1-yl)-5-oxopentanoic acid